1-(3-Methylcarbamoylisoquinolin-1-yl)-1,2,3,4-tetrahydroquinoline-6-carboxylic acid CNC(=O)C=1N=C(C2=CC=CC=C2C1)N1CCCC2=CC(=CC=C12)C(=O)O